N-((3R)-7-(3,8-diazabicyclo[3.2.1]octan-3-yl)chroman-3-yl)-1-ethyl-1H-pyrrolo[2,3-b]pyridine-5-carboxamide C12CN(CC(CC1)N2)C2=CC=C1C[C@H](COC1=C2)NC(=O)C=2C=C1C(=NC2)N(C=C1)CC